BrC=1C=CC(N(C1)CCOC1OCCCC1)=O 5-bromo-1-(2-((tetrahydro-2H-pyran-2-yl)oxy)ethyl)pyridin-2(1H)-one